C(C)(C)(C)OC(=O)N[C@H](C(=O)OC)CC1=CC(=NC(=C1)C)C(N[C@@H](C1=C(C=CC(=C1)F)O)C1=CC=C(C=C1)Cl)=O methyl (S)-2-((tert-butoxycarbonyl)amino)-3-(2-(((R)-(4-chlorophenyl)(5-fluoro-2-hydroxyphenyl)methyl)carbamoyl)-6-methylpyridin-4-yl)propanoate